NC(C(=O)O)CCC(NC[C@@H]([C@H]([C@@H]([C@@H](CO)O)O)O)O)=O amino-4-{[(2S,3R,4R,5R)-2,3,4,5,6-pentahydroxyhexyl]carbamoyl}butanoic acid